C[Si](C=1CC2=CC=CC=C2C1C1=CC=CC=C1)(C1C=C(C2=CC=CC=C12)C)C Dimethyl-(3-methyl-1H-inden-1-yl)(3-phenyl-1H-inden-2-yl)silane